3-(5-bromo-2-chloropyrimidin-4-yl)-1H-indole-6-carbonitrile BrC=1C(=NC(=NC1)Cl)C1=CNC2=CC(=CC=C12)C#N